(R)-6-(2-(4'-chloro-3'-(trifluoromethyl)-[1,1'-biphenyl]-3-yl)-2-hydroxyacetyl)-2-(1-(3-chlorophenyl)cyclopropyl)-5,6,7,8-tetrahydropyrido[4,3-d]pyrimidin-4(3H)-one ClC1=C(C=C(C=C1)C1=CC(=CC=C1)[C@H](C(=O)N1CC2=C(N=C(NC2=O)C2(CC2)C2=CC(=CC=C2)Cl)CC1)O)C(F)(F)F